ClC1=C(C=CC=C1)NC(=S)C1=C(CCN(C1=O)C(=O)OC(C)(C)C)O tert-butyl 5-[(2-chlorophenyl)carbamothioyl]-4-hydroxy-6-oxo-3,6-dihydropyridine-1(2H)-carboxylate